tert-butyl methyl(5-(4,4,5,5-tetramethyl-1,3,2-dioxaborol-2-yl)pyridin-2-yl)carbamate CN(C(OC(C)(C)C)=O)C1=NC=C(C=C1)B1OC(C(O1)(C)C)(C)C